(3R)-4-amino-N-((6-cyclopropyl-3-pyridazinyl)methyl)-3-methyl-N-((1R)-1-(2-pyrimidinyl)ethyl)-1,3-dihydrofuro[3,4-c]quinoline-8-carboxamide NC1=NC=2C=CC(=CC2C2=C1[C@H](OC2)C)C(=O)N([C@H](C)C2=NC=CC=N2)CC=2N=NC(=CC2)C2CC2